1-((5-(3-chlorophenyl)-7-((2-(trimethylsilyl)ethoxy)methyl)-7H-pyrrolo[2,3-d]pyrimidin-4-yl)amino)propan-2-ol ClC=1C=C(C=CC1)C1=CN(C=2N=CN=C(C21)NCC(C)O)COCC[Si](C)(C)C